Natrium [5-[[(2S)-2-[[(2S)-2-(9H-fluoren-9-ylmethoxycarbonylamino)-3-methyl-butanoyl]amino]-5-ureido-pentanoyl]amino]-2-(hydroxymethyl)phenyl]methansulfonat C1=CC=CC=2C3=CC=CC=C3C(C12)COC(=O)N[C@H](C(=O)N[C@H](C(=O)NC=1C=CC(=C(C1)CS(=O)(=O)[O-])CO)CCCNC(=O)N)C(C)C.[Na+]